methyl 3-(1-methylpyrazol-4-yl)prop-2-ynoate CN1N=CC(=C1)C#CC(=O)OC